FC(C(F)(F)F)(CC1CO1)F 3-(perfluoroethyl) propylene oxide